(S)-3-butyl-6-methoxy-1-(pyridin-2-yl)-3,4-dihydroisoquinoline C(CCC)[C@@H]1N=C(C2=CC=C(C=C2C1)OC)C1=NC=CC=C1